N-Cyclopropyl-4-(4-((7-ethyl-6-oxo-5,6-dihydro-1,5-naphthyridin-3-yl)methyl)piperazin-1-yl)-2-fluorobenzamide C1(CC1)NC(C1=C(C=C(C=C1)N1CCN(CC1)CC=1C=NC=2C=C(C(NC2C1)=O)CC)F)=O